C(C)OC(C(F)(F)F)(C(F)(F)F)[C@]1(CN(CC1)CC=1C=NC(=CC1)C)CCC1=CC=C(C#N)C=C1 |o1:12| (R or S)-4-(2-(3-(2-ethoxy-1,1,1,3,3,3-hexafluoro-propan-2-yl)-1-((6-methylpyridin-3-yl)methyl)pyrrolidin-3-yl)ethyl)benzonitrile